C1(=CC=CC=C1)[C@H]1CC[C@H](CC1)OC[C@@H]1N(CCC[C@@H]1C1=NNC=C1)C(=O)OC methyl (CIS)-2-((((CIS)-4-phenylcyclohexyl)oxy)methyl)-3-(1H-pyrazol-3-yl)piperidine-1-carboxylate